N7-((1R,4R)-4-methylcyclohexyl)-2-(1H-pyrazol-5-yl)thieno[3,2-b]pyridine-5,7-diamine CC1CCC(CC1)NC1=C2C(=NC(=C1)N)C=C(S2)C2=CC=NN2